ClC1=CC=C(C=C1)[C@@H](C)NC=1[N+](=NC=CN1)[O-] (R)-3-((1-(4-chlorophenyl)ethyl)amino)-1,2,4-triazine 2-oxide